2-(2-(piperidin-4-yl)ethoxy)isoindoline-1,3-dione N1CCC(CC1)CCON1C(C2=CC=CC=C2C1=O)=O